C(C)OC1=C(C=C(C=C1)C=1SC=CC1)NC1=NC=NC2=CC(=C(C=C12)OC1CCN(CC1)C(C=C)=O)OC 1-(4-((4-((2-ethoxy-5-(thiophen-2-yl)phenyl)amino)-7-methoxyquinazolin-6-yl)oxy)piperidin-1-yl)prop-2-en-1-one